bis-(4-(1,1,3,3-tetra-methylbutyl)-phenyl)amine CC(CC(C)(C)C)(C)C1=CC=C(C=C1)NC1=CC=C(C=C1)C(CC(C)(C)C)(C)C